ClC1=NC=CC(=N1)C1=C(N=C(S1)N1C(CN(CC1C)C(=O)OC(C)(C)C)C)C1=C(C(=CC=C1)NS(=O)(=O)C1=C(C=CC=C1F)F)F Tert-Butyl 4-(5-(2-chloropyrimidin-4-yl)-4-(3-(2,6-difluorophenylsulfonamido)-2-fluorophenyl)thiazol-2-yl)-3,5-dimethylpiperazine-1-carboxylate